9-(1-iodoethyl)anthracene IC(C)C=1C2=CC=CC=C2C=C2C=CC=CC12